3-(methyl((5-(5-(trifluoromethyl)-1,2,4-oxadiazol-3-yl)pyridin-2-yl)methyl)amino)-4-(methyl(3,3,3-trifluoropropyl)amino)cyclobut-3-ene-1,2-dione CN(C=1C(C(C1N(CCC(F)(F)F)C)=O)=O)CC1=NC=C(C=C1)C1=NOC(=N1)C(F)(F)F